CC(C[197Hg]Cl)OC The molecule is chlormerodrin containing the radioactive isotope (197)Hg. It was formerly used as a diagnostic aid in determination of renal function. It has a role as a radioactive imaging agent. It is a chlormerodrin and an isotopically modified compound.